OC(CNC(CC1=C(NC2=CC=CC=C12)C1=CC=C(C=C1)F)=O)CO N-(2,3-dihydroxypropyl)-2-(2-(4-fluorophenyl)-1H-indol-3-yl)acetamide